[Na].[Na].C1(=CC=CC=C1)C1OOCCC1 phenyl-1,2-dioxane disodium salt